(E)-3-fluoro-N-(3-(2-((6-morpholinylpyridin-3-yl)amino)quinazolin-8-yl)phenyl)but-2-enamide F/C(=C/C(=O)NC1=CC(=CC=C1)C=1C=CC=C2C=NC(=NC12)NC=1C=NC(=CC1)N1CCOCC1)/C